NC1=C(SC2=NC(=CC=C21)C)C(=O)N[C@H]2COC1=C(C2)C=CC(=C1)N1CC([C@@H](C1)N)(C)C 3-amino-N-[(3R)-7-[(4S)-4-amino-3,3-dimethylpyrrolidin-1-yl]-3,4-dihydro-2H-1-benzopyran-3-yl]-6-methylthieno[2,3-b]pyridine-2-carboxamide